(iso-propylcyclopentadienyl)trimethylplatinum(IV) C(C)(C)C1(C=CC=C1)[Pt](C)(C)C